P(=O)(O)(O)OCC(=O)O 2-(phosphonooxy)acetic acid